5-(3-methoxy-4-phenoxyphenyl)-7-((trans)-2-(1-methylpiperidin-4-yl)-1,3-dioxan-5-yl)-7H-pyrrolo[2,3-d]pyrimidin-4-amine COC=1C=C(C=CC1OC1=CC=CC=C1)C1=CN(C=2N=CN=C(C21)N)[C@H]2CO[C@@H](OC2)C2CCN(CC2)C